C(C)(C)(C)C1=CC(=C(C=C1)N(C(=O)[C@@H]1NC[C@@H](C1)OC)C(C(=O)NC1CCC(CC1)(F)F)C=1C=NC=C(C1)F)F (2R,4R)-N-(4-tert-butyl-2-fluoro-phenyl)-N-[2-[(4,4-difluorocyclohexyl)amino]-1-(5-fluoro-3-pyridyl)-2-oxo-ethyl]-4-methoxy-pyrrolidine-2-carboxamide